rac-(Z)-3-((3-butyl-5-(4-fluorophenyl)-7-(methylsulfanyl)-1,1-dioxo-2,3,4,5-tetrahydro-1,5-benzothiazepin-8-yl)oxy)-2-fluoroacrylic acid C(CCC)C1CS(C2=C(N(C1)C1=CC=C(C=C1)F)C=C(C(=C2)O\C=C(\C(=O)O)/F)SC)(=O)=O